O1CCC12CN(C2)S(=O)(=O)C2=CC(=CS2)C(=O)N2CC1(C3=CC(=CC=C23)NS(=O)(=O)C)CCC2(CC1)CC2 N-(1''-(5-((1-oxa-6-azaspiro[3.3]heptan-6-yl)sulfonyl)thiophene-3-carbonyl)dispiro[cyclopropane-1,1'-cyclohexane-4',3''-indolin]-5''-yl)methanesulfonamide